N1(CCS(CC1)(=O)=O)C=O Thiomorpholine-4-carbaldehyde 1,1-dioxide